CN(C)CC=1SC=C(N1)CO {2-[(dimethylamino)methyl]-1,3-thiazole-4-yl}methanol